2-fluoro-4-(trifluoromethyl)aniline hydrochloride Cl.FC1=C(N)C=CC(=C1)C(F)(F)F